C(#N)C1=NN(C=C1C(=O)NC1CCC(CC1)NC1=CC=CC=2N1C=C(N2)C(F)F)C 3-cyano-1-methyl-N-[(1s,4s)-4-{[2-(difluoromethyl)imidazo[1,2-a]pyridin-5-yl]amino}cyclohexyl]-1H-pyrazole-4-carboxamide